C(C)(C)(C)OC(=O)N([C@H](C(=O)OC)CCC=O)C(=O)OC(C)(C)C (S)-methyl 2-(bis(tert-butoxycarbonyl) amino)-5-oxopentanoate